[Br-].FC(CC[Zn+])F (3,3-difluoropropyl)zinc (II) bromide